(3S)-4-(6-fluoro-7-(2-fluoro-6-hydroxyphenyl)-1-(2-isopropyl-6-methylphenyl)-2-Carbonyl-1,2-dihydropyrido[2,3-d]pyrimidin-4-yl)-3-methylpiperazine-1-carboxylate FC1=CC2=C(N(C(N=C2N2[C@H](CN(CC2)C(=O)[O-])C)=C=O)C2=C(C=CC=C2C)C(C)C)N=C1C1=C(C=CC=C1O)F